4-trifluoromethylphenyllithium FC(C1=CC=C(C=C1)[Li])(F)F